N-(4-butylphenyl)-5-{2-[(4-butylphenyl)carbamoyl]-1,3-dioxo-2,3-dihydro-1H-indene-5-carbonyl}-1,3-dioxo-2,3-dihydro-1H-indene-2-carboxamide C(CCC)C1=CC=C(C=C1)NC(=O)C1C(C2=CC=C(C=C2C1=O)C(=O)C=1C=C2C(C(C(C2=CC1)=O)C(NC1=CC=C(C=C1)CCCC)=O)=O)=O